(S)-1-(6-chloropyridin-3-yl)ethanamine ClC1=CC=C(C=N1)[C@H](C)N